([3-bromo-4-[(2,4-difluorobenzyl)oxy]-6-methyl-2-oxopyridin-1(2H)-yl]-methyl)benzonitrile BrC=1C(N(C(=CC1OCC1=C(C=C(C=C1)F)F)C)CC1=C(C#N)C=CC=C1)=O